1-(1-methyl-4-(trifluoromethyl)-1H-imidazol-2-yl)piperidin-4-one CN1C(=NC(=C1)C(F)(F)F)N1CCC(CC1)=O